methyl-i-pentanone CCC(C(C)C)=O